ClC=1C=C(C(=O)NC(C)C=2N(N=C(N2)CS(=O)(=O)C)C2=NC=C(C=C2)Cl)C=C(C1)S(=O)(=O)C 3-chloro-N-[1-[2-(5-chloro-2-pyridinyl)-5-(methylsulfonylmethyl)-1,2,4-triazol-3-yl]ethyl]-5-methylsulfonyl-benzamide